rac-methyl (4bR,5R,6R,7S,7aR)-7a-(4-bromophenyl)-5-cyano-4b-hydroxy-4-methoxy-7-phenyl-4b,6,7,7a-tetrahydro-5H-cyclopenta[4,5]furo(2,3-c)pyridine-6-carboxylate BrC1=CC=C(C=C1)[C@]12[C@](C3=C(C=NC=C3OC)O1)([C@H]([C@@H]([C@H]2C2=CC=CC=C2)C(=O)OC)C#N)O |r|